3-iodo-1H-pyrrolo[3,2-c]pyridin-6-yl-4-nitro-1-(oxan-2-yl)pyrazole IC1=CNC2=C1C=NC(=C2)C2=NN(C=C2[N+](=O)[O-])C2OCCCC2